C(CCC)(=O)N1CCC2(CC1)CC1(C2)C(N(C=2C1=C1C(=NC2)NC(=C1C=1C=C2C=NN(C2=CC1)C([2H])([2H])[2H])C1=CN(C=C1)C([2H])([2H])[2H])C)=O 1''-butyryl-6-methyl-1-(1-(methyl-d3)-1H-indazol-5-yl)-2-(1-(methyl-d3)-1H-pyrrol-3-yl)-3,6-dihydro-7H-dispiro[dipyrrolo[2,3-b:3',2'-d]pyridine-8,1'-cyclobutane-3',4''-piperidin]-7-one